1-((1-(tert-butoxycarbonyl)azetidin-3-yl)amino)-2-methylisoquinolin C(C)(C)(C)OC(=O)N1CC(C1)NC1N(C=CC2=CC=CC=C12)C